C(=O)(OC(C)(C)C)NNC(C(=O)O)(CC)C(F)(F)F 2-(2-Boc-hydrazino)-2-trifluoromethylbutyric acid